N-(5-Bromo-2-(3-((tert-butyldimethylsilyl)oxy)propoxy)pyridin-3-yl)methanesulfonamide BrC=1C=C(C(=NC1)OCCCO[Si](C)(C)C(C)(C)C)NS(=O)(=O)C